C(CCCCCCCCC)(=O)OC(C1CCOCC1)I iodo(tetrahydro-2H-pyran-4-yl)methyl decanoate